chloromethyl-fluorine ClCF